S1C=NC2=C1C=C(C=C2)\C=C\2/N=C(NC2=O)N[C@H]2[C@@H](CCCCC2)O |r| (+-)-(4Z)-4-(1,3-benzothiazol-6-ylmethylene)-2-[[trans-2-hydroxycycloheptyl]amino]-1H-imidazol-5-one